NC1=CC(=C(C=C1)S(=O)(=NC)CCCNC(OC(C)(C)C)=O)C tert-butyl (3-(4-amino-N,2-dimethylphenylsulfonimidoyl)propyl)carbamate